C(CCCC#C)C=1C=C(C2=C(OC([C@@H]3CCC(=C[C@@H]23)C)(C)C)C1)O (6aR,10aR)-3-(hex-5-yn-1-yl)-6,6,9-trimethyl-6H,6aH,7H,8H,10aH-benzo[c]isochromen-1-ol